Methyl (E)- or (Z)-N-(5-bromo-3-(((tetrahydro-2H-pyran-4-yl)methyl)amino)pyrazin-2-yl)acetimidate BrC=1N=C(C(=NC1)N=C(C)OC)NCC1CCOCC1